CC=1C=NC=CC1C=1C=C(C=C(C1)S(=O)(=O)C1=CC=CC=C1)N1CCOCC1 4-(3-(3-methylpyridin-4-yl)-5-(phenylsulfonyl)phenyl)morpholine